3-[(3-chloro-5-fluoro-4-pyridyl)amino]-N-[1-[2-[(3S)-3-(4-methylphenoxy)-1-piperidyl]-2-oxo-ethyl]pyrazol-4-yl]propenamide ClC=1C=NC=C(C1NC=CC(=O)NC=1C=NN(C1)CC(=O)N1C[C@H](CCC1)OC1=CC=C(C=C1)C)F